C(#N)C1=CC=C(C=C1)C(N1C[C@@H](N(C[C@H]1C)C1=CC(N(C=2C=CC(=NC12)C#N)C)=O)C)C1=CC=C(C=C1)F 8-((2S,5R)-4-((4-cyanophenyl)(4-fluorophenyl)methyl)-2,5-dimethylpiperazin-1-yl)-5-methyl-6-oxo-5,6-dihydro-1,5-naphthyridine-2-carbonitrile